tributylphosphonium dibromide [Br-].[Br-].C(CCC)[PH+](CCCC)CCCC.C(CCC)[PH+](CCCC)CCCC